N1N=C(N=C1N=CC1=C(C=CC=C1)O)N=CC1=C(C=CC=C1)O (1H-1,2,4-triazole-3,5-diyl)bis(azanylylidene)bis(methanylylidene)diphenol